C(#N)C1=CC=2N(N=C1)C(=CC2)C2=CC(=C(C=N2)C2=NN=C(S2)N2CC1(C2)CC(CC1)NC(C)=O)NC(C)C N-(2-(5-(6-(3-cyanopyrrolo[1,2-b]pyridazin-7-yl)-4-(isopropylamino)pyridin-3-yl)-1,3,4-thiadiazol-2-yl)-2-azaspiro[3.4]octan-6-yl)acetamide